2-[(1'S)-3',3'-difluoro-2,5-dioxo-5'-(pyridin-3-yl)-2',3'-dihydrospiro[imidazolidine-4,1'-indene]-1-yl]-N-[(5-fluoropyridin-2-yl)methyl]-N-[3-(trifluoromethyl)oxetan-3-yl]acetamide FC1(C[C@@]2(C3=CC=C(C=C13)C=1C=NC=CC1)NC(N(C2=O)CC(=O)N(C2(COC2)C(F)(F)F)CC2=NC=C(C=C2)F)=O)F